C1(CCCC1)[C@H]1NC2=CC=CC=C2[C@H]([C@@H]1C)NC(OCC1=CC=C(C=C1)Br)=O 4-Bromobenzyl ((2R,3R,4S)-2-cyclopentyl-3-methyl-1,2,3,4-tetrahydroquinolin-4-yl)carbamate